FC(C1=CC=C(CN2N=C(C3=CC=CC=C23)NC(=O)C=2OC3=C(C2)C=CC=C3)C=C1)(F)F N-(1-(4-(trifluoromethyl)benzyl)-1H-indazol-3-yl)benzofuran-2-carboxamide